FC12CC(C1)(C2)CNCC=2C=CC(=NC2)N 5-((((3-fluorobicyclo[1.1.1]pentan-1-yl)methyl)amino)methyl)pyridine-2-amine